FC(OC=1C=C(C=CC1)C=1N=C(SC1)N)(F)F 3-(trifluoromethoxy)phenylthiazol-2-amine